iron phosphate lithium carbonate C([O-])([O-])=O.[Li+].P(=O)([O-])(O)O.[Fe+2]